ClC=1C=CC2=C(C[C@H](CC=3N2C(=NN3)[C@@H]3CC[C@H](CC3)OC3=NC=CC=C3)NC(=O)C3CCC(CC3)(F)F)C1 N-{(5R)-8-chloro-1-[trans-4-(pyridin-2-yloxy)cyclohexyl]-5,6-dihydro-4H-[1,2,4]triazolo[4,3-a][1]benzazepin-5-yl}-4,4-difluorocyclohexanecarboxamide